N-(4-cyanobenzyl)-1,6-dioxo-1,3,4,6-tetrahydropyrido[2,1-c][1,4]oxazine-7-carboxamide C(#N)C1=CC=C(CNC(=O)C2=CC=C3C(OCCN3C2=O)=O)C=C1